FC1=CC=C(C=C1)NC(=O)C1COC1 N-(4-fluorophenyl)oxetane-3-carboxamide